N-(3-(3'-Chloro-6-methoxy-5-((6-oxo-2,5-diazaspiro[3.4]octan-2-yl)methyl)-[2,4'-bipyridin]-2'-yl)-2-methylphenyl)-5-((3-hydroxyazetidin-1-yl)methyl)picolinamide ClC=1C(=NC=CC1C1=NC(=C(C=C1)CN1CC2(C1)NC(CC2)=O)OC)C=2C(=C(C=CC2)NC(C2=NC=C(C=C2)CN2CC(C2)O)=O)C